Cl.N[C@@H]1[C@@H](OCC12CCN(CC2)C=2N=CC(=NC2)SC2=C(C(=NC=C2)NC2=NC(=NC=C2)N2CCC(CC2)C(C)=O)Cl)C 1-(4-((4-((5-((3S,4S)-4-amino-3-methyl-2-oxa-8-azaspiro[4.5]decane-8-yl)pyrazin-2-yl)thio)-3-chloropyridin-2-yl)amino)pyrimidin-2-ylpiperidin-4-yl)ethan-1-one hydrochloride